[SiH3]C(CCCCCCCN(C)C)[SiH2]CNCCC[Si](OCC)(OCC)C Silyl-8-(dimethylamino)(methyldiethoxysilylpropylamino)methylsilyloctane